N-(3-(4-Benzamidophenyl)-1-methyl-1H-pyrazol-5-yl)-3-cyanobenzamide C(C1=CC=CC=C1)(=O)NC1=CC=C(C=C1)C1=NN(C(=C1)NC(C1=CC(=CC=C1)C#N)=O)C